C(=O)(O)C=CNCCC(=O)O carboxyvinyl-β-alanine